NC12CCC(CC1)(C2)C(=O)OC methyl 4-aminobicyclo[2.2.1]heptane-1-carboxylate